(S)-tert-butyl (1-((5-bromo-3-(trifluoromethyl)pyridin-2-yl)oxy)-2,4-dimethylpentan-2-yl)carbamate BrC=1C=C(C(=NC1)OC[C@@](CC(C)C)(C)NC(OC(C)(C)C)=O)C(F)(F)F